COC(C=C)=O (Methyl)acrylat